NC1=C(C=C(C=C1)C1=NC=CC=C1)P(C)(C)=O (2-Amino-5-(pyridin-2-yl)phenyl)dimethylphosphine oxide